COC1=C(C=CC=C1)SC=1C=2N(C=NC1)N=CN2 8-((2-methoxyphenyl)thio)-[1,2,4]triazolo[1,5-c]pyrimidin